4-(4-(3,8-diazabicyclo[3.2.1]octan-3-yl)-6-chloro-2-(((2R,6S,7ar)-2,6-difluorotetrahydro-1H-pyrrolizin-7a(5H)-yl)methoxy)-8-fluoroquinazolin-7-yl)naphthalen-2-ol C12CN(CC(CC1)N2)C2=NC(=NC1=C(C(=C(C=C21)Cl)C2=CC(=CC1=CC=CC=C21)O)F)OCC21C[C@@H](CN1C[C@@H](C2)F)F